ethyl 4-(4-fluoro-6-methoxy-5-(4,4,5,5-tetramethyl-1,3,2-dioxaborolan-2-yl) benzo[b]thiophen-2-yl)-4-oxobutanoate FC1=C(C(=CC=2SC(=CC21)C(CCC(=O)OCC)=O)OC)B2OC(C(O2)(C)C)(C)C